N-methyl-1,4-oxazepane-2-carboxamide CNC(=O)C1OCCCNC1